4,4-difluoro-3-methylpiperidin-3-ol FC1(C(CNCC1)(O)C)F